O=C1N(CC2=CC(=CC=C12)C1CCNCC1)[C@@H]1C(NC(CC1)=O)=O (3S)-3-[1-oxo-5-(4-piperidinyl)isoindolin-2-yl]Piperidine-2,6-dione